C(C)(C)C1=C(C=CC=C1)N1C2=NC(=NC=C2NC1=O)C=1C=C2C(=NC1)NC=C2 9-(2-Isopropylphenyl)-8-oxo-2-(1H-pyrrolo[2,3-b]pyridin-5-yl)-8,9-dihydro-7H-purine